(3-chloro-2,4-dimethyl-5,7-dihydropyrrolo[3,4-b]pyridin-6-yl)-[(3R)-1-[5-(difluoromethoxy)-3-pyridyl]pyrrolidin-3-yl]methanone ClC=1C(=C2C(=NC1C)CN(C2)C(=O)[C@H]2CN(CC2)C=2C=NC=C(C2)OC(F)F)C